O1C(=CC2=C1C=CC=C2)C2=CC=C(C=C2)N(C2=CC=C(C=C2)C2=CC=C(C=C2)C2=CC1=C(N=C(O1)C1=CC=CC=C1)C=C2)C2=CC=C(C=C2)C=2OC1=C(N2)C=CC=C1 N-(4-benzofuran-2-yl-phenyl)-N-(4-benzoxazol-2-yl-phenyl)-N-{4'-(2-phenyl-benzoxazol-6-yl)-[1,1']biphenyl-4-yl}-amine